NC=1C(=CC(=C(C#N)C1)F)F 5-amino-2,4-difluorobenzonitrile